1-(4-(3,4-dichlorophenyl)-5-(isopropylsulfanyl)thiazol-2-yl)-3-methyl-4-(2-nitrophenylmethyl)-1H-pyrazole-5-carboxylic acid methyl ester COC(=O)C1=C(C(=NN1C=1SC(=C(N1)C1=CC(=C(C=C1)Cl)Cl)SC(C)C)C)CC1=C(C=CC=C1)[N+](=O)[O-]